C(C1=CC=CC=C1)[C@H]1N(C(OC1)=O)C(=O)[C@H]1CN(C(C1)=O)C1=CC=CC=C1 (4R)-4-benzyl-3-[(3R)-5-oxo-1-phenyl-pyrrolidine-3-carbonyl]Oxazolidin-2-one